acrylic acid-10-isocyanato-decyl ester N(=C=O)CCCCCCCCCCOC(C=C)=O